O=CCC1=C(C#N)C=CC=C1 (2-oxoethyl)benzonitrile